(3R)-3-amino-5-[(4-chlorophenyl)methyl]-7-[5-[(3,3-difluorocyclobutyl)amino]-1,3,4-oxadiazol-2-yl]-1,1-dioxo-2,3-dihydro-1lambda6,5-benzothiazepin-4-one N[C@H]1CS(C2=C(N(C1=O)CC1=CC=C(C=C1)Cl)C=C(C=C2)C=2OC(=NN2)NC2CC(C2)(F)F)(=O)=O